8-methylimidazo[1,2-f]phenanthridine-2-carbaldehyde CC1=CC=CC=2N3C(C=4C=CC=CC4C12)=NC(=C3)C=O